4-Amino-N-[4-[3-(4-hydroxyphenyl)prop-2-enoyl]phenyl]benzenesulfonamide NC1=CC=C(C=C1)S(=O)(=O)NC1=CC=C(C=C1)C(C=CC1=CC=C(C=C1)O)=O